3-(1-phenylethoxy)-1H-pyrrole-2-carboxamide C1(=CC=CC=C1)C(C)OC1=C(NC=C1)C(=O)N